CC1=NOC(=C1C=1C=C2C(=NC(=NC2=CC1)N1CCN(CC1)C(CO)=O)N1[C@H](COCC1)C1=CC=CC=C1)C (S)-1-(4-(6-(3,5-dimethylisoxazol-4-yl)-4-(3-phenylmorpholino)quinazolin-2-yl)piperazin-1-yl)-2-hydroxyethan-1-one